6-(bromomethyl)-4-(6-(trifluoromethoxy)pyridin-3-yl)benzo[d]oxazole-7-carboxylic acid ethyl ester C(C)OC(=O)C1=C(C=C(C=2N=COC21)C=2C=NC(=CC2)OC(F)(F)F)CBr